NCCCOC=1C=C(C=C(C1)F)NC=1C(=NC(=C(N1)N(C)C)CC)C(=O)NC 3-((3-(3-aminopropoxy)-5-fluorophenyl)amino)-5-(dimethylamino)-6-ethyl-N-methylpyrazine-2-carboxamide